FC=1C=C(OC2=CN=C(S2)N)C=C(C1F)F 5-(3,4,5-trifluorophenoxy)thiazol-2-amine